6-(2,5-dihydroxy-4-sulfobenzamido)picolinic acid OC1=C(C(=O)NC2=CC=CC(=N2)C(=O)O)C=C(C(=C1)S(=O)(=O)O)O